C1(=CC=CC2=CC=CC=C12)CC=1C(=C2N([C@H](CNS2(=O)=O)C(=O)O)C(C1)=O)C1=CC(=CC=C1)C(F)(F)F (R)-8-(naphthalen-1-ylmethyl)-6-oxo-9-(3-(trifluoromethyl)phenyl)-3,4-dihydro-2H,6H-pyrido[1,2-e][1,2,5]thiadiazine-4-carboxylic acid 1,1-dioxide